C(C)C=1C(=C(PC1)ON1N=NC2=C(C1=O)C=CC=C2)CC 3-(Diethylphospholyloxy)-1,2,3-benzotriazin-4(3H)-one